ethanol-d2 C(C)(O)([2H])[2H]